BrC1=CC(=C(C=C1)O)CNCC(C)O 4-bromo-2-(((2-hydroxypropyl)amino)methyl)phenol